ethyltri-sec-butoxysilane C(C)[Si](OC(C)CC)(OC(C)CC)OC(C)CC